3-(6-methoxypyridin-3-yl)-3-(4-(3-(5,6,7,8-tetrahydro-1,8-naphthyridin-2-yl)propyl)-2H-1,2,3-triazol-2-yl)propionic acid ethyl ester C(C)OC(CC(N1N=CC(=N1)CCCC1=NC=2NCCCC2C=C1)C=1C=NC(=CC1)OC)=O